tert-butyl N-[(14S)-10-methyl-9-oxo-5,8,16-triazatricyclo[13.3.1.02,7]nonadeca-1(19),2(7),3,5,15,17-hexaen-14-yl]carbamate CC1C(NC=2C=NC=CC2C=2C=CN=C([C@H](CCC1)NC(OC(C)(C)C)=O)C2)=O